tetra-crotonyl-ascorbate C(\C=C\C)(=O)C([C@@]([C@@]1(C(=C(C(=O)O1)O)[O-])C(\C=C\C)=O)(O)C(\C=C\C)=O)(O)C(\C=C\C)=O